(2R)-2-[6-(2,5-dichloropyrimidin-4-yl)-1-oxo-2,3-dihydro-1H-isoindol-2-yl]-N-[(1R)-1-(4-fluoro-3-methoxyphenyl)ethyl]-3-hydroxypropanamide ClC1=NC=C(C(=N1)C1=CC=C2CN(C(C2=C1)=O)[C@@H](C(=O)N[C@H](C)C1=CC(=C(C=C1)F)OC)CO)Cl